1-hexyl octyl ether C(CCCCCCC)OCCCCCC